1-(4-(((R)-1-(3-(1,1-difluoro-2-hydroxy-2-methylpropyl)-2-fluorophenyl)ethyl)amino)-2-methyl-8,9-dihydro-7H-cyclopenta[H]quinazolin-6-yl)-3-methylpyrrolidin-3-ol FC(C(C)(C)O)(F)C=1C(=C(C=CC1)[C@@H](C)NC1=NC(=NC2=C3C(=C(C=C12)N1CC(CC1)(O)C)CCC3)C)F